tetra-aminopropyl-tetramethyl-cyclotetrasiloxane (2R,4R)-tert-Butyl-4-fluoro-2-((4-methyl-3-((1-(naphthalen-1-yl)cyclopropyl)carbamoyl)phenoxy)methyl)pyrrolidine-1-carboxylate C(C)(C)(C)OC(=O)N1[C@H](C[C@H](C1)F)COC1=CC(=C(C=C1)C)C(NC1(CC1)C1=CC=CC2=CC=CC=C12)=O.NC(CC(N)(N)N)[Si]1(O[SiH](O[SiH](O[SiH](O1)C)C)C)C